6,6',6'',6'''-(5'-(3,5-bis(6-octylpyridin-2-yl)phenyl)-[1,1':3',1''-terphenyl]-3,3'',5,5''-tetrayl)tetrakis(2-octylpyridine) C(CCCCCCC)C1=CC=CC(=N1)C=1C=C(C=C(C1)C1=NC(=CC=C1)CCCCCCCC)C=1C=C(C=C(C1)C1=CC(=CC(=C1)C1=CC=CC(=N1)CCCCCCCC)C1=CC=CC(=N1)CCCCCCCC)C1=CC(=CC(=C1)C1=CC=CC(=N1)CCCCCCCC)C1=CC=CC(=N1)CCCCCCCC